FC=1C=C(C=C(C1)F)N1C(N([C@@H](C1)C#N)C1=CN=CC2=CC=C(C=C12)S(=O)(=O)C)=O (S)-1-(3,5-difluorophenyl)-3-(6-(methylsulfonyl)isoquinolin-4-yl)-2-oxoimidazolidine-4-carbonitrile